3-[3-[1-(trifluoromethyl)cyclopropyl]propoxyl-1H-pyrazol-1-yl]-2λ6-thia-3,9,11,18,23-pentaazatetracyclo[17.3.1.111,14.05,10]tetracosa-1(22),5,7,9,19(23),20-hexaene-2,2,4-trione FC(C1(CC1)CCCOC1=NN(C=C1)N1S(C2=CC=CC(NCCCC3CCN(C4=NC=CC=C4C1=O)C3)=N2)(=O)=O)(F)F